[NH4+].C(=O)([O-])C=1C=C(N)C=CC1[N+](=O)[O-] 3-carboxy-4-nitroaniline monoammonium salt